CC1=C(N=NN1C1=CC=C(C(=O)O)C=C1)S(=O)(=O)C1=CC=CC=C1 4-(5-methyl-4-(phenylsulfonyl)-1H-1,2,3-triazol-1-yl)benzoic acid